F[C@H]1[C@H](C1)C(=O)NC1=NC=C(C(=C1)NC1=NC=CC2=C1N([C@H](C=1N2N=C(N1)C)C)C)C(CC([2H])([2H])[2H])=O (1R,2R)-2-fluoro-N-(5-(propanoyl-3,3,3-d3)-4-(((S)-2,4,5-trimethyl-4,5-dihydropyrido[3,4-e][1,2,4]triazolo[1,5-a]pyrazin-6-yl)amino)pyridin-2-yl)cyclopropane-1-carboxamide